CC1=NC(=CC(=C1)C=1NC2=CC=C(C=C2C1C(C)C)C1OCCN(C1)CC(=O)N)C 2-(2-(2-(2,6-dimethylpyridin-4-yl)-3-isopropyl-1H-indol-5-yl)morpholino)acetamide